FC(OC1=CC=C2C(=N1)NC=C2C=2C=C1C(=NC=NC1=CC2)OC2CCN(CC2)C)F 6-(6-(difluoromethoxy)-1H-pyrrolo[2,3-b]pyridin-3-yl)-4-((1-methylpiperidin-4-yl)oxy)quinazoline